O1CCOC12CC=C(CC2)C=2C=C(SC2)CNCCC2(CCOC1(CCCC1)C2)C2=NC=CC=C2 N-((4-(1,4-dioxaspiro[4.5]dec-7-en-8-yl)thiophen-2-yl)methyl)-2-(9-(pyridin-2-yl)-6-oxaspiro[4.5]dec-9-yl)ethanamine